Cl.FC(N1N=C(C=C1)C=1C=CC2=C(C1)CO[C@@H]1[C@H]2NCCC1)F |r| rac-(4aS,10bS)-8-(1-(difluoromethyl)-1H-pyrazol-3-yl)-2,3,4,4a,6,10b-hexahydro-1H-isochromeno[4,3-b]pyridine hydrochloride